2-(1-(Cyclopropylmethyl)-7-(6-ethyl-2-methylpyridin-3-yl)-2-(1,2,5,6-tetrahydropyridin-3-yl)-1H-indol-5-yl)(1-ethylpyrrolo[3,4-c]pyrazol-5(1H,4H,6H)-yl)methanone C1(CC1)CN1C(=CC2=CC(=CC(=C12)C=1C(=NC(=CC1)CC)C)N1N(C2=C(C1)CN(C2)C=O)CC)C=2CNCCC2